C1(C(C=CC=C1)C)(C)S(=O)(=O)O.OCCOCCOC1=C(C=CC=C1)OCCOCCO 1,2-di(5-hydroxy-3-oxa-1-pentyloxy)benzene xylenesulfonate